NC=1C2=C(N=CN1)N(C(=C2C2=CC(=C(C=C2)OC2=CC=CC=C2)OC)C2=CC=C(C=C2)NC(C(=C)C)=O)C N-(4-(4-amino-5-(3-methoxy-4-phenoxyphenyl)-7-methyl-7H-pyrrolo[2,3-d]pyrimidin-6-yl)phenyl)methacrylamide